C(C=C)(=O)OCCOC(NCCCCCCC)=O 2-((heptylcarbamoyl)oxy)ethyl acrylate